C1=CC=CC=2C3=CC=CC=C3N(C12)C=1C=C(C=CC1)C1=CC=CC=2N(C3=CC=CC=C3C12)C=C 4-(3-(9H-carbazol-9-yl)phenyl)-9-vinyl-9H-carbazole